6-chloro-4-methoxy-2-(4-methylsulfonylphenyl)-1H-pyrrolo[3,2-c]pyridine ClC1=CC2=C(C(=N1)OC)C=C(N2)C2=CC=C(C=C2)S(=O)(=O)C